FC(C1=C(C=CC=C1)C1CCN(CC1)C(=O)O)(F)F 4-(2-(trifluoromethyl)phenyl)piperidine-1-carboxylic acid